4-[5-chloro-6-({6-[(1R,2S)-5'-methoxy-2'-oxo-1'H-spiro[cyclopropane-1,3'-indol]-2-yl]-1H-indazol-3-yl}amino)-2-methylpyrimidin-4-yl]-1lambda6-thiomorpholine-1,1-dione ClC=1C(=NC(=NC1NC1=NNC2=CC(=CC=C12)[C@@H]1C[C@@]12C(NC1=CC=C(C=C21)OC)=O)C)N2CCS(CC2)(=O)=O